2-[[5,6-bis(p-tolyl)-1,2,4-triazin-3-yl]sulfanyl]-N-(2-methoxyethyl)butanamide C1(=CC=C(C=C1)C=1N=C(N=NC1C1=CC=C(C=C1)C)SC(C(=O)NCCOC)CC)C